C(C)(C)(C)OC(=O)N1CCC(CC1)N1C[C@H](CC1=O)OC(=O)N1CCN(CC1)C1=NC=2N(C=C1)N=CC2C=2C(=NC=CC2)OC2CC2 [(3S)-1-(1-tert-butoxycarbonyl-4-piperidyl)-5-oxo-pyrrolidin-3-yl]-4-[3-[2-(cyclopropoxy)-3-pyridyl]pyrazolo-[1,5-a]pyrimidin-5-yl]piperazine-1-carboxylate